C(C(C)C)[Al](O[Al](CC(C)C)CC(C)C)CC(C)C tetraisobutyl-dialumoxane